2-methoxy-5-(3-oxocyclohexyl)benzoic acid methyl ester COC(C1=C(C=CC(=C1)C1CC(CCC1)=O)OC)=O